FC(C1=NN=C(S1)N1C2=C(C3=CC=C(C=C13)S(=O)(=O)N)C(=NC=N2)C2CCNCC2)F 9-(5-(difluoromethyl)-1,3,4-thiadiazol-2-yl)-4-(piperidin-4-yl)-9H-pyrimido[4,5-b]Indole-7-sulfonamide